5-chloro-2-(7-fluoro-chroman-4-yl)-4-trifluoromethyl-benzamide ClC=1C(=CC(=C(C(=O)N)C1)C1CCOC2=CC(=CC=C12)F)C(F)(F)F